[1-(tert-butoxycarbonyl)piperidin-4-yl]zinc iodide [I-].C(C)(C)(C)OC(=O)N1CCC(CC1)[Zn+]